[N+](=O)([O-])C1=C(C=CC=C1)C=1N=C(SC1)NS(=O)=O.[Na] Sodium N-[4-(2-nitrophenyl)-1,3-thiazol-2-yl]sulfonamide